[SiH4]=O.[K] potassium silan oxide